CS(=O)(=O)C1=CC=C(S1)C(=O)N1CC2=CC(=CC=C2CC1)OC1=CC=C(C=C1)C(F)(F)F (5-(methylsulfonyl)thiophen-2-yl)(7-(4-(trifluoro-methyl)phenoxy)-3,4-dihydroisoquinolin-2(1H)-yl)methanone